BrC=1C(=NC(=CC1)C=1N=NN(C1COC1OCCCC1)C)C(F)(F)F 3-bromo-6-(1-methyl-5-(((tetrahydro-2H-pyran-2-yl)oxy)methyl)-1H-1,2,3-triazol-4-yl)-2-(trifluoromethyl)pyridine